N-(5-cyclopropyl-1H-pyrazol-3-yl)-6-methoxy-2-(4-methoxypiperidin-1-yl)-7-(3-(pyrrolidin-1-yl)propoxy)quinazolin-4-amine C1(CC1)C1=CC(=NN1)NC1=NC(=NC2=CC(=C(C=C12)OC)OCCCN1CCCC1)N1CCC(CC1)OC